Arsenic-copper-rhenium [Re].[Cu].[As]